C(C)(=O)O.C(\C=C\C=CC)=O trans-2,4-hexadienal acetate